C(C)(CC)C=1C=C(C=C(C1)C(C)(C)C)N1N=C2C(=N1)C=CC=C2 2-(3'-sec-butyl-5'-tert-butylphenyl)benzotriazole